2-methyl-N-[3-chloro-4-[4-[2-(dimethylamino)ethyl]piperazine-1-carbonyl]phenyl]-5-(2,3-difluoro-4-methoxy-phenyl)-imidazole-2-carboxamide CC1(N=C(C=N1)C1=C(C(=C(C=C1)OC)F)F)C(=O)NC1=CC(=C(C=C1)C(=O)N1CCN(CC1)CCN(C)C)Cl